N-[trans-4-(2-Hydroxypropan-2-yl)cyclohexyl]-4-(1H-pyrazolo[4,3-c]pyridin-4-yl)benzamide OC(C)(C)[C@@H]1CC[C@H](CC1)NC(C1=CC=C(C=C1)C1=NC=CC2=C1C=NN2)=O